N-[(2R)-1,4-dioxan-2-ylmethyl]-8-methyl-2-{[(2S)-4-methylmorpholin-2-yl]methyl}-4,5-dihydro-2H-furo[2,3-g]indazole-7-carboxamide O1[C@@H](COCC1)CNC(=O)C1=C(C2=C(CCC3=CN(N=C23)C[C@@H]2CN(CCO2)C)O1)C